FC(C=1C=CC=2N(N1)C(=CN2)C2=CC(=NC=N2)N2C(C(CCC2)CO)C)F (1-(6-(6-(Difluoromethyl)imidazo[1,2-b]pyridazin-3-yl)pyrimidin-4-yl)-2-methylpiperidin-3-yl)methanol